4-(2,4-difluorophenoxy)piperidin-1-yl-N-ethyl-5-nitropicolinamide FC1=C(OC2CCN(CC2)C=2C(=NC=C(C2)[N+](=O)[O-])C(=O)NCC)C=CC(=C1)F